C(C)(C)[Si](C1=C(C(=C(C(=C1F)F)[B-](C1=C(C(=C(C(=C1F)F)[Si](C(C)C)(C(C)C)C(C)C)F)F)(C1=C(C(=C(C(=C1F)F)[Si](C(C)C)(C(C)C)C(C)C)F)F)C1=C(C(=C(C(=C1F)F)[Si](C(C)C)(C(C)C)C(C)C)F)F)F)F)(C(C)C)C(C)C.C[NH+](C1=CC=CC=C1)C N,N-dimethylanilinium tetrakis(4-(triisopropylsilyl)-2,3,5,6-tetrafluorophenyl)borate